tetraethyl-2,5-di-tert-butyl-1,4-phenylenediphosphoric acid C(C)OP(OC1=C(C=C(C(=C1)C(C)(C)C)OP(OCC)(OCC)=O)C(C)(C)C)(OCC)=O